2-butyl-4-chloro-1-[[2'-(1H-tetrazol-5-yl)[1,1'-biphenyl]-4-yl]methyl]-1H-imidazol-5-methanol, monopotassium salt [K].C(CCC)C=1N(C(=C(N1)Cl)CO)CC1=CC=C(C=C1)C1=C(C=CC=C1)C1=NN=NN1